ClC=1C(=NC(=CC1)C(C)(C)O)N1N(C(=C(C1=O)NC(C1=CC=C(C=C1)OC(F)F)=O)C1=C(C=C(C=C1F)OC)F)C N-{2-[3-chloro-6-(2-hydroxypropan-2-yl)pyridin-2-yl]-5-(2,6-difluoro-4-methoxyphenyl)-1-methyl-3-oxo-2,3-dihydro-1H-pyrazol-4-yl}-4-(difluoromethoxy)benzamide